ClC=1C=C(C=CC1)CCC(CC(C(=O)OCC)=O)=O Ethyl 6-(3-chlorophenyl)-2,4-dioxohexanoate